2-acetamido-3-(4-bromo-2,6-difluorophenyl)propionic acid C(C)(=O)NC(C(=O)O)CC1=C(C=C(C=C1F)Br)F